(7-(4-bromophenyl)pyrazolo[1,5-a]pyridin-3-yl)(piperidin-1-yl)methanone BrC1=CC=C(C=C1)C1=CC=CC=2N1N=CC2C(=O)N2CCCCC2